FC=1C(=NC(=NC1C)NC1=CC=C(C=C1)N1CCOCC1)OCC1CCC(CC1)O (1R,4R)-4-(((5-fluoro-6-methyl-2-((4-morpholinophenyl)amino)pyrimidin-4-yl)oxy)methyl)cyclohexan-1-ol